N-methyl-2-(methyl(piperidin-4-yl)amino)-N-(1H-pyrazol-4-yl)quinoline-6-carboxamide CN(C(=O)C=1C=C2C=CC(=NC2=CC1)N(C1CCNCC1)C)C=1C=NNC1